(thiomorpholinosulfonyl)indolin S1CCN(CC1)S(=O)(=O)N1CCC2=CC=CC=C12